N1=CC(=CC=C1)C=1C=C2CCNC(C2=CC1)=O 6-(3-pyridyl)-3,4-dihydroisoquinolin-1-one